N,N-dimethyl-2-(4-(5-methyl-6-(8-methyl-[1,2,4]triazolo[1,5-a]pyridin-6-yl)-1H-indazol-3-yl)piperidin-1-yl)acetamide CN(C(CN1CCC(CC1)C1=NNC2=CC(=C(C=C12)C)C=1C=C(C=2N(C1)N=CN2)C)=O)C